C(C1=CC=CC=C1)OC1=C(OC=2C=NC=CC2C(CNC(OC(C)(C)C)=O)O)C=CC=C1 tert-butyl (2-(3-(2-(benzyloxy)phenoxy)pyridin-4-yl)-2-hydroxyethyl)carbamate